ClC=1C=CC=2N=C(C=3N(C2N1)C=NC3)NCC3=C(C=C(C=C3)OC)OC 2-chloro-N-(2,4-dimethoxybenzyl)imidazo[1,5-a]pyrido[3,2-e]pyrazine-6-amine